ClC1=C(C(=C(C=C1)NC(C1=CC(=CC=C1)F)=O)F)C(=O)C=1C=C2N=C(C=NC2=CC1)OCCOC N-(4-chloro-2-fluoro-3-(3-(2-methoxyethoxy)quinoxaline-6-carbonyl)phenyl)-3-fluorobenzamide